N-(6-(((1R,4R)-2-oxa-5-azabicyclo[2.2.1]heptan-5-yl)methyl)-4'-((2-(1,1-difluoroethyl)-6-ethylpyrimidin-4-yl)amino)-5-fluoro-[2,3'-bipyridin]-6'-yl)acetamide [C@H]12OC[C@H](N(C1)CC1=C(C=CC(=N1)C=1C=NC(=CC1NC1=NC(=NC(=C1)CC)C(C)(F)F)NC(C)=O)F)C2